C(#N)C([C@H](C)NC(=O)C=1C(=NC(=NC1)C(F)(F)C1CC1)OC1=CC=CC=C1)=C (S)-N-(3-Cyanobut-3-en-2-yl)-2-(cyclopropyl-difluoromethyl)-4-phenoxypyrimidine-5-carboxamide